3,4-dimethyl-imidazo[4,5-F]quinoxaline-2-amine CN1C(=NC2=C3N=CC=NC3=CC(=C21)C)N